OC(C=CC=O)CCCCC anti-4-hydroxy-2-nonenal